C(C)O[Si](OCC)(OCC)CCCSSCCC[Si](OCC)(OCC)OCC bis-[(triethoxysilyl) propyl] disulphide